(4-(pyridin-3-yloxy)piperidin-1-yl)(5-(2,4,5-trifluoro-3-hydroxyphenyl)-1,2,4-oxadiazol-3-yl)methanone N1=CC(=CC=C1)OC1CCN(CC1)C(=O)C1=NOC(=N1)C1=C(C(=C(C(=C1)F)F)O)F